NC[C@H]1N(C[C@H](C1)OC1=NC(=NC=C1)NC1CC1)CC(=O)NC=1C=CC=C2C(=CNC12)C1=NC(=NC=C1C)NC1=NN(C(=C1)C)C 2-((2S,4S)-2-(aminomethyl)-4-((2-(cyclopropylamino)pyrimidin-4-yl)oxy)pyrrolidin-1-yl)-N-(3-(2-((1,5-dimethyl-1H-pyrazol-3-yl)amino)-5-methylpyrimidin-4-yl)-1H-indol-7-yl)acetamide